methyl 2-amino-3-(3,5-difluorobenzoyl)-4H,5H,6H-cyclopenta[b]thiophene-5-carboxylate NC1=C(C2=C(S1)CC(C2)C(=O)OC)C(C2=CC(=CC(=C2)F)F)=O